5,5-dimethyl-1-(2-(tetrahydro-2H-pyran-4-yl)ethyl)-3-((3-(4-(2-((tetrahydrofuran-3-yl)thio)phenoxy)-3-(trifluoromethyl)phenyl)-1,2,4-oxadiazol-5-yl)methyl)imidazolidine-2,4-dione CC1(C(N(C(N1CCC1CCOCC1)=O)CC1=NC(=NO1)C1=CC(=C(C=C1)OC1=C(C=CC=C1)SC1COCC1)C(F)(F)F)=O)C